C(C1=CC=CC=C1)NC=1C(=NC=CC1)N1N=CC(=C1)C(=O)NC1=CC(=CC(=C1)S(=O)(=O)C)Cl 1-(3-(benzylamino)pyridin-2-yl)-N-(3-chloro-5-(methylsulfonyl)phenyl)-1H-pyrazole-4-carboxamide